N-[3-[2-(difluoromethoxy)-5-methylsulfanyl-phenyl]-1-[2-[4-(1,1-dioxo-1,4-thiazinan-4-yl)-1-piperidyl]-2-oxo-ethyl]pyrazol-4-yl]pyrazolo[1,5-a]pyrimidine-3-carboxamide FC(OC1=C(C=C(C=C1)SC)C1=NN(C=C1NC(=O)C=1C=NN2C1N=CC=C2)CC(=O)N2CCC(CC2)N2CCS(CC2)(=O)=O)F